L-arginyl-3,4-spermidine C(CCNCCCNC(=O)[C@H](CCCN=C(N)N)N)CN